NC=1C=2N(C=CN1)C(=NC2C2=CC=C(C(=O)NC1=NC=CC=C1)C=C2)[C@H]2N(CCC2)CC2=CC=C(C=C2)CSC2=C1CN(C(C1=CC=C2)=O)C2C(NC(CC2)=O)=O 4-(8-amino-3-((2S)-1-(4-(((2-(2,6-dioxopiperidin-3-yl)-1-oxoisoindoline-4-yl)thio)methyl)benzyl)pyrrolidin-2-yl)imidazo[1,5-a]pyrazin-1-yl)-N-(pyridin-2-yl)benzamide